FC(OC1=CC=C(C=C1)C1=CN=C2N1C=CN=C2NC2=CC(=C(C=C2)C(=O)N2CCN(CC2)C(=O)[C@H]2NCCNC2)C)F [4-[[3-[4-(difluoromethoxy)phenyl]imidazo[1,2-a]pyrazin-8-yl]amino]-2-methylphenyl]-[4-[(2S)-piperazine-2-carbonyl]piperazin-1-yl]methanone